C[C@]12CC(C[C@](CC1)(N2)C)N(C2=CC=C(N=N2)C2=C(C=C(C=C2)C2=CC(=CC=C2)OC)O)C 4-(6-(((1R,3S,5S)-1,5-dimethyl-8-azabicyclo[3.2.1]octan-3-yl)(methyl)amino)pyridazin-3-yl)-3'-methoxy-[1,1'-biphenyl]-3-ol